Carbonyl-C3-chloro-5-(4-((R)-3-ethylmorpholino)-8-fluoro-2-(((2R,7aS)-2-fluorotetrahydro-1H-pyrrolizin-7a(5H)-yl)methoxy)pyrido[4,3-d]pyrimidin-7-yl)-4-(trifluoromethyl)aniline C(=O)=NC1=CC(=C(C(=C1)C1=C(C=2N=C(N=C(C2C=N1)N1[C@@H](COCC1)CC)OC[C@]12CCCN2C[C@@H](C1)F)F)C(F)(F)F)Cl